CO[C@@H]1CC[C@H](CC1)C(=O)NC=1N=CC2=CC=C(C=C2C1)C=1N=NN(C1)C trans-4-methoxy-N-(6-(1-methyl-1H-1,2,3-triazol-4-yl)isoquinolin-3-yl)cyclohexane-1-carboxamide